ClC1=CC2=C(NC1=O)CC(OC2)CN2CCN(CC2)C=2C=CC(=NC2F)C(=O)NC 5-(4-((3-chloro-2-oxo-1,5,7,8-tetrahydro-2H-pyrano[4,3-b]pyridin-7-yl)methyl)piperazin-1-yl)-6-fluoro-N-methylpicolinamide